BrC1=CC=C(C2=CC=CC=C12)\C(\C)=N\[S@@](=O)C(C)(C)C (S,E)-N-(1-(4-bromonaphthalen-1-yl)ethylidene)-2-methylpropane-2-sulfinamide